BrC1=CC(=C(C(=C1)C(C)C)N1C(=NC2=C1C=CC=C2)C2=CC=CC1=C2OC2=C1C=CC(=C2)C2=CC=CC=C2)C(C)C 1-(4-bromo-2,6-diisopropylphenyl)-2-(7-phenyldibenzo[b,d]furan-4-yl)-1H-benzo[d]imidazole